4-(3-(3-fluoro-4-((3aR,6aS)-5-(prop-2-yn-1-yl)hexahydropyrrolo[3,4-c]pyrrol-2(1H)-yl)phenyl)-2-methyl-3H-imidazo[4,5-b]pyridin-5-yl)pyridin-2-amine FC=1C=C(C=CC1N1C[C@@H]2CN(C[C@@H]2C1)CC#C)N1C(=NC=2C1=NC(=CC2)C2=CC(=NC=C2)N)C